C(C)(C)(C)C=1N=C(C2=C(N1)N(N=N2)CC2=NN=NN2C)N2C[C@H](CC2)O |r| rac-(3S)-1-[5-tert-butyl-3-[(1-methyltetrazol-5-yl)methyl]triazolo[4,5-d]pyrimidin-7-yl]pyrrolidin-3-ol